C(C)N(CC)CC.OC1=CC=C(C(=O)O)C=C1 para-hydroxybenzoic acid-triethylamine salt